((2-(trimethylsilyl)ethoxy)carbonyl)-L-tryptophan-2,2,2-trichloroethyl ester ClC(COC([C@@H](NC(=O)OCC[Si](C)(C)C)CC1=CNC2=CC=CC=C12)=O)(Cl)Cl